O1C(C1)C1=CC=CC=C1 oxiranyl-benzene